CC1(OC[C@@H](O1)[C@@H]([C@H](C[C@H]1[C@@H](O1)CO)O[Si](C(C)C)(C(C)C)C(C)C)C)C ((2S,3S)-3-((2S,3S)-3-((S)-2,2-dimethyl-1,3-dioxolan-4-yl)-2-((triisopropylsilyl)oxy)butyl)oxiran-2-yl)methanol